N-[4-(4-methyl-2-pyridin-3-ylpiperazine-1-carbonyl)-3-pyrrolidin-1-ylphenyl]cyclopropanecarboxamide CN1CC(N(CC1)C(=O)C1=C(C=C(C=C1)NC(=O)C1CC1)N1CCCC1)C=1C=NC=CC1